N-[(1R)-1-[3-(8-{[(3S,4R)-3-fluoro-1-methylpiperidin-4-yl]amino}-3-[(trifluoromethyl)sulfanyl]indolizin-2-yl)-1,2,4-oxadiazol-5-yl]ethyl]cyclopropanecarboxamide F[C@H]1CN(CC[C@H]1NC1=CC=CN2C(=C(C=C12)C1=NOC(=N1)[C@@H](C)NC(=O)C1CC1)SC(F)(F)F)C